(3-(1-Cyclopropyl-1H-pyrazol-3-yl)-4-methoxy-5-nitrophenyl)methanol C1(CC1)N1N=C(C=C1)C=1C=C(C=C(C1OC)[N+](=O)[O-])CO